2-(6-{1-[(3R)-6-(4-acetylpiperazin-1-yl)-2-methylhexane-3-yl]azetidin-3-yl}-3-methylimidazo[1,5-a]pyridin-8-yl)-N-ethyl-5-fluoro-N-(isopropyl)benzamide C(C)(=O)N1CCN(CC1)CCC[C@H](C(C)C)N1CC(C1)C=1C=C(C=2N(C1)C(=NC2)C)C2=C(C(=O)N(C(C)C)CC)C=C(C=C2)F